2,4-dichloro-1,3,5-triazine-2,4,6-triamine ClC1(NC(=NC(N1)(N)Cl)N)N